C(C)(C)(C)OC(=O)N1[C@@H]2[C@@H](CC1)COCC2 |o1:8,9| rel-trans-(3aR,7aS)-1-(tert-butoxycarbonyl)hexahydropyrano[4,3-b]pyrrole